tert-butyl 3-(3-amino-2-chloro-6-fluorophenoxy)-2-methyl-6-nitrobenzoate NC=1C(=C(OC=2C(=C(C(=O)OC(C)(C)C)C(=CC2)[N+](=O)[O-])C)C(=CC1)F)Cl